5-fluoro-3-(4-hydroxypiperidin-1-carbonyl)-4,5,6,7-tetrahydro-1H-indazol-1-ylethan-1-on FC1CC=2C(=NN(C2CC1)C(C)=O)C(=O)N1CCC(CC1)O